Methyl 5,6-dimethoxy-1-methyl-3-oxo-2-(propa-1,2-dien-1-yl)indoline-2-carboxylate COC=1C=C2C(C(N(C2=CC1OC)C)(C(=O)OC)C=C=C)=O